5-chloro-2-(4-fluoro-2-methoxyphenoxy)benzamide ClC=1C=CC(=C(C(=O)N)C1)OC1=C(C=C(C=C1)F)OC